COC=1C=C(C=CC1OC)C1=CN=CC=C1C(=O)N 5-(3,4-dimethoxyphenyl)isonicotinamide